ClC1=NC=C(C(=C1)OC(CF)C)C=1C=NN(C1)C 2-chloro-4-((1-fluoropropan-2-yl)oxy)-5-(1-methyl-1H-pyrazol-4-yl)pyridine